N-(6-Amino-2,4-dioxo-3-(prop-2-yn-1-yl)-1,2,3,4-tetrahydropyrimidin-5-yl)-3-(4-bromo-phenyl)propanamide NC1=C(C(N(C(N1)=O)CC#C)=O)NC(CCC1=CC=C(C=C1)Br)=O